(2s,4r)-4-(methylsulfonylamino)pyrrolidine-2-carboxamide CS(=O)(=O)N[C@@H]1C[C@H](NC1)C(=O)N